rac-Camphorsulfonic acid C12(C(=O)CC(CC1)C2(C)C)CS(=O)(=O)O